6-(3,5-difluoro-4-((4-(pyrrolidin-1-yl)piperidin-1-yl)methyl)phenyl)-1,4-dimethyl-2-(4-(methylsulfonyl)phenyl)-1H-benzo[d]imidazole FC=1C=C(C=C(C1CN1CCC(CC1)N1CCCC1)F)C=1C=C(C2=C(N(C(=N2)C2=CC=C(C=C2)S(=O)(=O)C)C)C1)C